[Cl-].C(C)OC(=O)CCCC[S+](CCCCCCCC)CCCC S-(4-ethoxycarbonylbutyl)-butyl-octylsulfonium chloride salt